[N+](=O)([O-])C1=C(C=CC=C1)S(=O)(=O)NC=1C=C(C=CC1)C=1N=C(SC1)NC(C)=O N-(4-(3-(2-nitrophenylsulfonylamino)phenyl)thiazol-2-yl)acetamide